2-[[5-(2,5-Dichlorophenyl)-2-furanyl]methylene]-5,6-dimethyl-3(2H)-benzofuranone ClC1=C(C=C(C=C1)Cl)C1=CC=C(O1)C=C1OC2=C(C1=O)C=C(C(=C2)C)C